4,5-DICHLOROPYRIDINE-3-BORONIC ACID ClC1=C(C=NC=C1Cl)B(O)O